C(=C)C1CCCCC1 vinyl-cyclohexane